COCOC=1C2=C(C=NC1C(=O)O)CCO2 7-(methoxymethoxy)-2,3-dihydrofuro[3,2-c]pyridine-6-carboxylic acid